3-((3-(4-fluoro-2-(trifluoromethyl)phenyl)allyl)thio)-5,5-dimethyl-4,5-dihydroisoxazole FC1=CC(=C(C=C1)C=CCSC1=NOC(C1)(C)C)C(F)(F)F